FC[C@H](C)N (S)-1-fluoro-2-aminopropane